4-{[3-(8-{[(3R,4R)-3-fluorooxan-4-yl]amino}-3-[(trifluoromethyl)sulfanyl]imidazo[1,2-a]pyridin-2-yl)prop-2-yn-1-yl]amino}-3-methoxy-N-methylbenzamide F[C@H]1COCC[C@H]1NC=1C=2N(C=CC1)C(=C(N2)C#CCNC2=C(C=C(C(=O)NC)C=C2)OC)SC(F)(F)F